FC1=C(C=C(C(=C1)OC1=CC=NC2=CC(=CC=C12)C=1C=NC=CC1)F)NC(=O)C1(CC1)C(=O)NC1=CC=C(C=C1)F 1-N'-[2,5-Difluoro-4-(7-pyridin-3-ylquinolin-4-yl)oxyphenyl]-1-N-(4-fluorophenyl)cyclopropane-1,1-dicarboxamide